BrC1=NN(C(=C1)C(=O)NC=1C(=CC=2N(C1C(=O)NCC)N=CC2)Cl)C2=NC=CC=C2Cl 6-(3-bromo-1-(3-chloropyridin-2-yl)-1H-pyrazole-5-carboxamido)-5-chloro-N-ethylpyrazolo[1,5-a]pyridine-7-carboxamide